N[C@@H](C(=O)NC1CCC=2C1=NNC(C2C(F)(F)F)=O)C (2R)-2-amino-N-(3-oxo-4-(trifluoromethyl)-3,5,6,7-tetrahydro-2H-cyclopenta[C]pyridazin-7-yl)propanamide